C(CC)N(CCO)CCC 2-(dipropylamino)ethanol